Cl.Cl.CC1=C(C(=O)N[C@H](C)C2=CC=CC3=CC=CC=C23)C=C(C=C1)NC[C@@H]1NCCC1 2-methyl-N-((R)-1-(naphthalen-1-yl)ethyl)-5-((((R)-pyrrolidin-2-yl)methyl)amino)benzamide dihydrochloride